2-((R)-6-fluoro-6,7-dihydro-5H-pyrrolo[1,2-c]imidazol-1-yl)-2-(7-methyl-6-(4-morpholinophenyl)-4-(trifluoromethyl)-2H-indazol-2-yl)acetic acid F[C@@H]1CC=2N(C=NC2C(C(=O)O)N2N=C3C(=C(C=C(C3=C2)C(F)(F)F)C2=CC=C(C=C2)N2CCOCC2)C)C1